tert-Butyl 2,2-dimethyl-4-phenylpiperidine-1-carboxylate CC1(N(CCC(C1)C1=CC=CC=C1)C(=O)OC(C)(C)C)C